2-(4,4-difluoro-6-methylcyclohex-1-en-1-yl)-4-(2,5-difluorophenyl)pyridin-3-amine FC1(CC=C(C(C1)C)C1=NC=CC(=C1N)C1=C(C=CC(=C1)F)F)F